perfluoro (methyl-allyl) ether CC=CCOF